Acrylic acid, 2-ethylhexyl ester C(C=C)(=O)OCC(CCCC)CC